O1CCOC2=C1C=CC=C2C2=CC=C(C(=N2)OC)NC=2C=C(C=CC2)CO {3-[6-(2,3-Dihydro-benzo[1,4]dioxin-5-yl)-2-methoxy-pyridin-3-ylamino]-phenyl}-methanol